ClC=1C=C(C(=O)NC(C)C2=NC=CN=C2C=2N=NC(=CC2)OC)C=C(C1)C(F)(F)F 3-chloro-N-[1-[3-(6-methoxypyridazin-3-yl)pyrazin-2-yl]ethyl]-5-(trifluoromethyl)benzamide